N-(1,2,4-thiadiazole-5-yl)-1H-indazole-1-sulfonamide S1N=CN=C1NS(=O)(=O)N1N=CC2=CC=CC=C12